C(C1=CC=CC=C1)C=1C=NC(=NC1)N1CCN(CC1)C=1N=NN2C1C=C(C=C2)C=2C=NN(C2)C 3-[4-(5-benzylpyrimidin-2-yl)piperazin-1-yl]-5-(1-methyl-1H-pyrazol-4-yl)[1,2,3]triazolo[1,5-a]pyridine